tributylamine 2-hydroxyethylsulfonate salt OCCS(=O)(=O)O.C(CCC)N(CCCC)CCCC